C(C)(C)(C)N(C(C(CCCCCCCCCCCCCCC)N)=N)CCCCCCCCCCCCCC N-t-butyl-N1-tetradecyl-3-tetradecyl-aminopropionamidine